C(C)(C)(C)OC(NC12CC(C1)(C2)C(N(C)OC)=O)=O (3-(Methoxy(methyl)carbamoyl)bicyclo[1.1.1]pentan-1-yl)carbamic acid tert-butyl ester